(5-(4-(6-chloro-5-fluoroindolin-1-yl)quinazolin-6-yl)pyridin-3-yl)(4-methylpiperazin-1-yl)methanone ClC1=C(C=C2CCN(C2=C1)C1=NC=NC2=CC=C(C=C12)C=1C=C(C=NC1)C(=O)N1CCN(CC1)C)F